2'-(difluoromethyl)-5'-methoxy-6-(1-(tetrahydro-2H-pyran-2-yl)-1H-pyrazol-3-yl)-[4,4'-bipyridine]-3-carboxylic acid methyl ester COC(=O)C=1C=NC(=CC1C1=CC(=NC=C1OC)C(F)F)C1=NN(C=C1)C1OCCCC1